O1CC(C1)C(CC)O 1-(oxetan-3-yl)propan-1-ol